2-(4-bromophenoxy)-5-nitropyridine BrC1=CC=C(OC2=NC=C(C=C2)[N+](=O)[O-])C=C1